CC1=C(C(=O)N[C@H](C)C2=CC(=NC3=CC=CC=C23)C=2C=NN(C2)C)C=CC(=C1)C(=O)NCC=1N=COC1C (R)-2-methyl-N1-(1-(2-(1-methyl-1H-pyrazol-4-yl)quinolin-4-yl)ethyl)-N4-((5-methyloxazol-4-yl)methyl)terephthalamide